ClC1=C(C(C=NNC(=S)N)=CC(=C1)Cl)O 3,5-dichloro-salicylaldehyde thiosemicarbazone